tert-butyl 3-(3-chloro-4,5-difluorobenzoyl)-5-methyl-2-oxopiperidine-1-carboxylate ClC=1C=C(C(=O)C2C(N(CC(C2)C)C(=O)OC(C)(C)C)=O)C=C(C1F)F